2-(6-(((1S,2R,3R,5R)-2-fluoro-1,8-dimethyl-8-azabicyclo[3.2.1]octan-3-yl)oxy)pyridazin-3-yl)-5-(1H-imidazol-1-yl)phenol F[C@@H]1[C@@]2(CC[C@H](C[C@H]1OC1=CC=C(N=N1)C1=C(C=C(C=C1)N1C=NC=C1)O)N2C)C